ClC=1C(=NC=CC1)C(=O)NCCC 3-chloro-N-propylpyridineamide